N1=CNC2=C1C=C(C=C2)N benzo[1,2-d]imidazol-6-amine